F[B-](F)(F)F.[Li].CN1C=[N+](C=C1)CCC 1-methyl-3-propylimidazolium Lithium tetrafluoroborate